C1(CC1)N1C(C(C2=CC(=CC=C12)[N+](=O)[O-])=O)=O 1-cyclopropyl-5-nitroindole-2,3-dione